7,7'-((5,6-dinitrobenzo[c][1,2,5]thiadiazole-4,7-diyl)bis(4-hexylthiophen-5,2-diyl))bis(9-hexyl-N,N-diphenyl-9H-carbazol-2-amine) [N+](=O)([O-])C1=C(C=2C(=NSN2)C(=C1[N+](=O)[O-])C1=C(C=C(S1)C1=CC=C2C=3C=CC(=CC3N(C2=C1)CCCCCC)N(C1=CC=CC=C1)C1=CC=CC=C1)CCCCCC)C1=C(C=C(S1)C1=CC=C2C=3C=CC(=CC3N(C2=C1)CCCCCC)N(C1=CC=CC=C1)C1=CC=CC=C1)CCCCCC